ClC=1SC(=CN1)C[N+]1=C2N(C(C(=C1)C1=CN(C3=CC=CC=C13)CC)=O)C=CC=C2C 1-((2-chlorothiazol-5-yl)methyl)-3-(1-ethyl-1H-indol-3-yl)-9-methyl-4-oxo-4H-pyrido[1,2-a]pyrimidinium